C(C)OC(=O)C1(CC(=NO1)C1=C(C=C(C(=C1)N)F)Cl)C 3-(5-amino-2-chloro-4-fluoro-phenyl)-5-methyl-4H-isoxazole-5-carboxylic acid ethyl ester